C12C(C3CC(CC(C1)C3)C2)C=O 2-adamantane-formaldehyde